C(C)N(C=1C=CC2=C(C3=CC=C(C=C3[O+]=C2C1)N(CC)CC)C1=C(C=C(C=C1)S(NC1CCC2=C(C3=CC=C(C(C=C13)=O)OC)C(=C(C(=C2)OC)OC)OC)(=O)=O)S(=O)(=O)[O-])CC 2-(3,6-bis(diethylamino)xanthylium-9-yl)-5-(N-(1,2,3,10-tetramethoxy-9-oxo-5,6,7,9-tetrahydrobenzo[a]heptalen-7-yl)sulfamoyl)benzenesulfonate